2-amino-3-methyl-N-((8R)-5,6,7,8-tetrahydro[1,2,4]triazolo[1,5-a]pyridin-8-yl)-N-((5-(trifluoromethyl)-2-pyridinyl)methyl)-6-quinolinecarboxamide NC1=NC2=CC=C(C=C2C=C1C)C(=O)N(CC1=NC=C(C=C1)C(F)(F)F)[C@H]1C=2N(CCC1)N=CN2